C(=O)C1=C2C=C[N+](=CC2=CC=C1)C 5-Formyl-2-methylisoquinolin-2-ium